Cl.C(C)(C)C=1C2=C(C(N(N1)CC(=O)N[C@H]1CNCCC1)=O)N(N=C2)C 2-(4-isopropyl-1-methyl-7-oxo-pyrazolo[3,4-d]pyridazin-6-yl)-N-[(3R)-3-piperidyl]acetamide hydrochloride